trans-2-hexene-1,1-dicarboxylic acid C(\C=C\CCC)(C(=O)O)C(=O)O